FC1=C(C=C(C=C1)F)[N+](=O)[O-] 2,5-difluoro-nitrobenzene